CN1C(C=CC=C1N1N=C2C(=N1)CCC2C=2C=NC=CC2)=O 1-methyl-6-(4-(pyridin-3-yl)-5,6-dihydrocyclopenta[d][1,2,3]triazol-2(4H)-yl)pyridine-2(1H)-one